OC(=O)C(F)(F)F.C1N(C[C@@H]2[C@H]1CNC2)C2=CC=C(C=C2)C2C(NC(CC2)=O)=O 3-(4-((3aR,6aS)-hexahydropyrrolo[3,4-c]pyrrol-2(1H)-yl)phenyl)piperidine-2,6-dione TFA salt